ClC1=CC(N(N=C1)CN1N=NC(=C1)C1=C2C=NN(C2=CC(=C1)OC)C1OCCCC1)=O 5-chloro-2-((4-(6-methoxy-1-(tetrahydro-2H-pyran-2-yl)-1H-indazol-4-yl)-1H-1,2,3-triazol-1-yl)methyl)pyridazin-3(2H)-one